CC1=NC(=CC=C1O[C@@H]1C[C@H](CCC1)C(=O)OC)C=1N=NN(C1COC(N(CCCCOS(=O)(=O)C1=CC=C(C=C1)[N+](=O)[O-])C)=O)C Methyl (1S,3S)-3-((2-methyl-6-(1-methyl-5-(((methyl (4-(((4-nitrophenyl) sulfonyl)oxy)butyl) carbamoyl)oxy)methyl)-1H-1,2,3-triazol-4-yl) pyridin-3-yl)oxy)cyclohexane-1-carboxylate